methyl (S)-3-(2-(benzyloxy)-3-bromophenyl)-2-(((benzyloxy)carbonyl)amino)propanoate C(C1=CC=CC=C1)OC1=C(C=CC=C1Br)C[C@@H](C(=O)OC)NC(=O)OCC1=CC=CC=C1